(1R,2S)-cis-2-Isopropenyl-1-methylcyclobutaneethanal C(=C)(C)[C@H]1[C@](CC1)(CC=O)C